6-(4-((2R,4s,6S)-2-cyano-7-((5-methoxy-7-methyl-1H-indol-4-yl)methyl)-7-azaspiro[3.5]nonan-6-yl)benzamido)spiro[3.3]heptane-2-carboxylic acid C(#N)C1CC2(C1)C[C@H](N(CC2)CC2=C1C=CNC1=C(C=C2OC)C)C2=CC=C(C(=O)NC1CC3(CC(C3)C(=O)O)C1)C=C2